C(CCC)C1=C(C(=C(C(=N1)O)C(=O)N(CCOC1=CC=CC=C1)C)O)C1=C(C=CC=C1OC)OC 6-butyl-5-(2,6-dimethoxyphenyl)-2,4-dihydroxy-N-methyl-N-(2-phenoxyethyl)pyridine-3-carboxamide